3-(4-METHYL-3-PENTENYL)-3-CYCLOHEXENE CC(=CCCC=1CCCCC1)C